(13S,13aR)-2,3,9,10-tetramethoxy-13-methyl-5,6,7,8,13,13a-hexahydroisoquinolino[2,1-b]isoquinoline citrate C(CC(O)(C(=O)O)CC(=O)O)(=O)O.COC=1C(=CC=2CCN3CC=4C(=C(C=CC4[C@@H]([C@@H]3C2C1)C)OC)OC)OC